C1OCCC12CCCC2 2-oxaspiro[4.4]nonane